C(#N)C1(CC1)NC1=C(C=NC(=C1)C1=CC=C2N1N=CC(=C2)C#N)C2=NN=C(S2)N2CC1CCC(C2)N1C(=O)OC(C)(C)C tert-butyl 3-(5-{4-[(1-cyanocyclopropyl)amino]-6-{3-cyano pyrrolo[1,2-b]pyridazin-7-yl}pyridin-3-yl}-1,3,4-thiadiazol-2-yl)-3,8-diazabicyclo[3.2.1]octane-8-carboxylate